ClC1=CN=C(C(=N1)N1CCC(CCC1)(F)F)I 1-(6-chloro-3-iodopyrazin-2-yl)-4,4-difluoroazepan